(acetoxyphenyl)diphenyl-sulfonium C(C)(=O)OC1=C(C=CC=C1)[S+](C1=CC=CC=C1)C1=CC=CC=C1